sulfanetrione S(=O)(=O)=O